5-chloro-1-isopropyl-1H-pyrrolo[3,2-b]pyridine-7-carbaldehyde ClC1=CC(=C2C(=N1)C=CN2C(C)C)C=O